4-[(3-methanesulfonylpyridin-2-yl)amino]-N-(2H3)methyl-6-{[5-(trifluoromethoxy)pyridin-2-yl]amino}pyridazine-3-carboxamide CS(=O)(=O)C=1C(=NC=CC1)NC1=C(N=NC(=C1)NC1=NC=C(C=C1)OC(F)(F)F)C(=O)NC([2H])([2H])[2H]